3-(4-Fluorophenyl)-1-[2-hydroxy-4-(3-methylbut-2-enoxy)phenyl]prop-2-en-1-one FC1=CC=C(C=C1)C=CC(=O)C1=C(C=C(C=C1)OCC=C(C)C)O